BrC1=CC(=CC=C1)OC1=CC=CC=C1 1-Bromo-3-phenoxy-benzene